O1COC2=C1C=CC(=C2)C[C@H](C)O (S)-1-(benzo[d][1,3]dioxol-5-yl)propan-2-ol